12-hydroxyoleyl alcohol OC(C\C=C/CCCCCCCCO)CCCCCC